3-(4-fluorophenyl)-2-(morpholinomethyl)-4H-chromen-4-one FC1=CC=C(C=C1)C1=C(OC2=CC=CC=C2C1=O)CN1CCOCC1